C(C)(C)(C)OC(=O)N1CCC(CC1)(C1=CC(=C(C=C1)F)F)NC(=O)NC1(CCN(CC1)C(=O)OC(C)(C)C)C1=CC(=C(C=C1)F)F tert-butyl 4-[[1-tert-butoxycarbonyl-4-(3,4-difluorophenyl)-4-piperidyl]carbamoylamino]-4-(3,4-difluorophenyl)piperidine-1-carboxylate